3-(3-chloro-4-fluorophenyl)-1-(1-(5-fluoro-4-oxo-3,4-dihydrophthalazin-1-yl)ethyl)-1-methylurea ClC=1C=C(C=CC1F)NC(N(C)C(C)C1=NNC(C2=C(C=CC=C12)F)=O)=O